CC(C)(C)OC(=O)N1CCC(CC1)O 4-hydroxypiperidine-1-carboxylic acid-1,1-dimethylethyl ester